N1(C=NC=C1)CCCN(CCC[Si](OCC)(OCC)CC)CCC[Si](OCC)(OCC)CC N-(3-(1H-imidazol-1-yl)propyl)-3-(ethyldiethoxysilyl)-N-(3-(ethyldiethoxysilyl)propyl)propan-1-amine